C(=C)[Si](O[Si](C1=CC=CC=C1)(C=C)C)(C1=CC=CC=C1)C 1,3-divinyl-1,3-diphenyldimethyldisiloxane